2-[[[4-Cyano-7-[4-(pentafluoro-lambda6-sulfanyl)phenyl]-2,3-dihydrobenzofuran-5-yl]amino]methyl]prop-2-enamid C(#N)C1=C(C=C(C2=C1CCO2)C2=CC=C(C=C2)S(F)(F)(F)(F)F)NCC(C(=O)N)=C